(S)-3-((R)-1-((2,5-bis(trifluoromethyl)pyrazolo[1,5-a]pyrimidin-7-yl)amino)-2-(4-fluorophenyl)propan-2-yl)-N-(2-hydroxyethyl)pyrrolidine-1-carboxamide FC(C1=NN2C(N=C(C=C2NC[C@@](C)(C2=CC=C(C=C2)F)[C@H]2CN(CC2)C(=O)NCCO)C(F)(F)F)=C1)(F)F